N,N-dimethyl-(2-aminoethyl)-methacrylate CN(CCOC(C(=C)C)=O)C